C(C)(C)(C)OC(=O)N1CC2(C1)CC(C2)CC2=NC=C(C=N2)C(=C)C(F)(F)F 6-[[5-[1-(trifluoromethyl)vinyl]pyrimidin-2-yl]methyl]-2-azaspiro[3.3]heptane-2-carboxylic acid tert-butyl ester